BrC1=CC(=C(C=C1)OCC1=CC=C(C=C1)OC)OC 4-bromo-2-methoxy-1-[(4-methoxyphenyl)methoxy]benzene